FC1=C(C#N)C=CC(=C1)C1=C(C=CC=2N1N=CN2)C 2-fluoro-4-{6-methyl-[1,2,4]triazolo[1,5-a]pyridin-5-yl}benzonitrile